3-amino-2-methoxy-6-methylbenzoic acid ethyl ester C(C)OC(C1=C(C(=CC=C1C)N)OC)=O